1-[2-(1,3-oxazol-2-yl)acetyl]-N-{phenyl-[4-(prop-2-yl)phenyl]methyl}pyrrolidine-2-carboxamide O1C(=NC=C1)CC(=O)N1C(CCC1)C(=O)NC(C1=CC=C(C=C1)C(C)C)C1=CC=CC=C1